[C@@H]12OC[C@@H](N(C1)CCOCCN1C3=C(OC4=C1N=CC(=C4)Br)C=C(C=N3)Br)C2 10-(2-(2-((1S,4S)-2-oxa-5-azabicyclo[2.2.1]heptan-5-yl)ethoxy)ethyl)-3,7-dibromo-10H-dipyrido[3,2-b:2',3'-e][1,4]oxazine